C12C(C3CC(CC(C1)C3)C2)NC(CN2C(C(=CC=C2)NC([C@H](CC/C=C/C(=O)N(C)C)NC(=O)C2=CN=CN2C)=O)=O)=O (S,E)-N7-(1-(2-(2-Adamantylamino)-2-oxoethyl)-2-oxo-1,2-dihydropyridin-3-yl)-N1,N1-dimethyl-6-(1-methyl-1H-imidazol-5-carboxamido)hept-2-endiamid